NCC=1SC(=CN1)C#N 2-(aminomethyl)thiazole-5-nitrile